(S)-4-fluoro-3-((4-((2-hydroxy-1-phenylethyl)amino)-5-(1,3,4-oxadiazol-2-yl)pyrimidin-2-yl)amino)-6,9-dihydro-11H-pyridazino[1,2-a]indazol-11-one FC=1C(=CC=C2C(N3N(C12)CC=CC3)=O)NC3=NC=C(C(=N3)N[C@H](CO)C3=CC=CC=C3)C=3OC=NN3